Potassium bromine [Br].[K]